CSC1=CC=C(CNC(=O)[C@H]2NCCN(C2)C=2C=3C(N=CN2)=NN(C3)C3=CC=C(C=C3)C(F)(F)F)C=C1 (S)-N-(4-(methylthio)benzyl)-4-(2-(4-(trifluoromethyl)phenyl)-2H-pyrazolo[3,4-d]pyrimidin-4-yl)piperazine-2-carboxamide